C(C)(C)(C)OC(=O)N1CCN(CC1)S(=O)(=O)C1=NC2=CC(=NC=C2C=C1)Cl 4-(7-chloro-1,6-naphthyridin-2-ylsulfonyl)piperazine-1-carboxylic acid tert-butyl ester